C(C)(=O)N1C(N(S(C2=C1C=CC=C2)(=O)=O)CC2=CC=C(C(=O)NO)C=C2)=O 4-((4-acetyl-1,1-dioxo-3-oxo-3,4-dihydro-2H-benzo[e][1,2,4]thiadiazin-2-yl)methyl)-N-hydroxybenzoamide